4-(((1-methyl-1H-pyrazol-3-yl)methyl)sulfonyl)benzamide CN1N=C(C=C1)CS(=O)(=O)C1=CC=C(C(=O)N)C=C1